tert-butyl (2R)-4-(3-((3-bromo-1H-pyrazol-5-yl) amino)-3-oxopropanoyl)-2-methylpiperidine-1-carboxylate BrC1=NNC(=C1)NC(CC(=O)C1C[C@H](N(CC1)C(=O)OC(C)(C)C)C)=O